(2R,3R,4S,5R)-2-(5-amino-7-methyl-2,6,7,9,11-pentaazatricyclo[6.3.1.04,12]dodeca-1(12),3,5,8,10-pentaen-2-yl)-5-(hydroxymethyl)oxolane-3,4-diol NC=1C2=CN(C=3N=CN=C(N(N1)C)C32)[C@@H]3O[C@@H]([C@H]([C@H]3O)O)CO